C1(CC1)N1CCS(C2=C(C1=O)SC(=C2)C2=NC(=NC=C2C)NC=2C=C1CCNCC1=CC2C2CC2)(=O)=O 4-cyclopropyl-7-(2-((7-cyclopropyl-1,2,3,4-tetrahydroisoquinolin-6-yl)amino)-5-methylpyrimidin-4-yl)-3,4-dihydrothieno[2,3-f][1,4]thiazepin-5(2H)-one 1,1-dioxide